FC1=C2CC[C@@]3(CCC=4C(=NC(=NC4C3)S(=O)C)N3C[C@@H](N(CC3)C(=O)OC(C)(C)C)COC)CC2=CC=C1 tert-butyl (2R)-4-((2S)-5-fluoro-2'-(methylsulfinyl)-3,4,5',8'-tetrahydro-1H,6'H-spiro[naphthalene-2,7'-quinazolin]-4'-yl)-2-(methoxymethyl)piperazine-1-carboxylate